2'-C-Ethynyl-4'-C-fluorouridine C(#C)[C@@]1([C@@H](O[C@@]([C@H]1O)(CO)F)N1C(=O)NC(=O)C=C1)O